2-hydroxy-6-(trifluoromethyl)-4-vinylnicotinic acid OC1=C(C(=O)O)C(=CC(=N1)C(F)(F)F)C=C